BrC=1C=C(C=C2C(C(=C(OC12)N1CCC(CC1)(C)C)C#N)=O)C 8-bromo-2-(4,4-dimethyl-1-piperidinyl)-6-methyl-4-oxo-chromene-3-carbonitrile